O1C=NC2=C1C=CC(=C2)C=2C=C1CCC(C1=CC2)N2CCC(CC2)C(=O)O 1-(5-(benzo[d]oxazol-5-yl)-2,3-dihydro-1H-inden-1-yl)piperidine-4-carboxylic acid